BrC1=C(C(=CC(=C1)[N+](=O)[O-])Cl)I 1-bromo-3-chloro-2-iodo-5-nitrobenzene